N1(N=CC=C1)C1=CC=C(C=C1)C=1OC(=C(N1)CN1CCC(CC1)C1=C(C=C(C=C1)OC)OC)C 2-(4-(1H-pyrazol-1-yl)phenyl)-4-((4-(2,4-dimethoxyphenyl)piperidin-1-yl)methyl)-5-methyloxazole